COC(CC1=CC=CC2=CC=CC=C12)=O α-(1-Naphthyl)-acetic acid methyl ester